(S)-N-[(R)-(5-chloro-2-methoxyphenyl)([1-[(4R)-2,2-dimethyl-1,3-dioxolane-4-carbonyl]piperidin-4-yl])methyl]-2-methylpropane-2-sulfinamide ClC=1C=CC(=C(C1)[C@H](N[S@@](=O)C(C)(C)C)C1CCN(CC1)C(=O)[C@@H]1OC(OC1)(C)C)OC